2-Bromo-1-methoxy-4-(1-methyl-3-phenyl-propyl)thio-benzene tert-Butyl-N-[(1R)-1-[methoxy(methyl)carbamoyl]-3-methyl-butyl]carbamate C(C)(C)(C)OC(N[C@H](CC(C)C)C(N(C)OC)=O)=O.BrC1=C(C=CC(=C1)SC(CCC1=CC=CC=C1)C)OC